C(CCC)C1=C(C(=NN1CC)C(C)(C)C)O 5-n-Butyl-3-tert-butyl-1-ethyl-4-hydroxy-pyrazol